4-(3H-Benzo[e]indole-2-carbonyl)-benzoic acid C1=C(NC=2C=CC3=C(C12)C=CC=C3)C(=O)C3=CC=C(C(=O)O)C=C3